6-(3-((R)-cyclobutyl(4-methyl-4H-1,2,4-triazol-3-yl)methyl)phenyl)-4-cyclopropyl-2-(((S)-3-methylpiperidin-1-yl)methyl)-1,6-dihydro-7H-pyrrolo[2,3-c]pyridin-7-one C1(CCC1)[C@H](C=1C=C(C=CC1)N1C(C2=C(C(=C1)C1CC1)C=C(N2)CN2C[C@H](CCC2)C)=O)C2=NN=CN2C